5-isoxazolyl-benzoimidazole O1N=C(C=C1)C1=CC2=C(N=CN2)C=C1